1-(p-tolyl)-4-penten-1-ol C1(=CC=C(C=C1)C(CCC=C)O)C